C(N)(=O)C=1C=C(C(=C2C=3CC4(CC4)CCC3NC12)C1CN(CCC1)C(=O)OC(C)(C)C)F tert-butyl 3-(8-carbamoyl-6-fluoro-1,2,4,9-tetrahydrospiro[carbazole-3,1'-cyclopropan]-5-yl)piperidine-1-carboxylate